6-(2-(3-(tert-butyl)phenyl)-2-hydroxyacetyl)-2-(1-(3-fluorophenyl)cyclopropyl)-5,6,7,8-tetrahydropyrido[4,3-d]pyrimidin-4(3H)-one C(C)(C)(C)C=1C=C(C=CC1)C(C(=O)N1CC2=C(N=C(NC2=O)C2(CC2)C2=CC(=CC=C2)F)CC1)O